ClC1=C(C=C2C(=C(N(C2=C1C#N)C)C1=NN=C(N1)[C@@H](COC)O)N1C=NC=C1)OC (S)-6-chloro-2-(5-(1-hydroxy-2-methoxyethyl)-4H-1,2,4-triazol-3-yl)-3-(1H-imidazol-1-yl)-5-methoxy-1-methyl-1H-indole-7-carbonitrile